FC1=C2C(=CNC2=CC=C1)C(=O)NC1CCC(CC1)NC1=CC(=NC2=CC=C(C=C12)Cl)C(F)(F)F 4-fluoro-N-[(1s,4s)-4-{[6-chloro-2-(trifluoromethyl)quinolin-4-yl]amino}cyclohexyl]-1H-indole-3-carboxamide